L-3-isobutyl-1-methylxanthine C(C(C)C)N1C(N(C(C=2NC=NC12)=O)C)=O